2-(4-methoxybenzyl)-3,4-dihydro-2H-benzo[b][1,4,5]oxathiazepine COC1=CC=C(CN2SC3=C(OCC2)C=CC=C3)C=C1